O(C(=O)C)[Sn](CCCC)(CCCC)OC(=O)C di(acetoxyl)dibutyltin